COC(=O)C1=C(C=CC=C1)B(O)O 2-(Methoxycarbonyl)phenylboronic acid